N-ethyl-2-oxo-N-propylacetamide C(C)N(C(C=O)=O)CCC